3-(5-(4-(3-(4-((4-((6-hydroxy-2-(4-hydroxyphenyl)benzo[b]thiophen-3-yl)oxy)phenoxy)methyl)piperidin-1-yl)propyl)piperazin-1-yl)-1-oxoisoindolin-2-yl)piperidine-2,6-dione OC=1C=CC2=C(SC(=C2OC2=CC=C(OCC3CCN(CC3)CCCN3CCN(CC3)C=3C=C4CN(C(C4=CC3)=O)C3C(NC(CC3)=O)=O)C=C2)C2=CC=C(C=C2)O)C1